OC1CCC(CC1)OC1=CC=C(C#N)C=C1 4-(((1r,4r)-4-hydroxycyclohexyl)oxy)benzonitrile